[1-(6-bromo-5-methoxy-1,3-benzothiazol-2-yl)-4-piperidinyl]Methanol BrC1=CC2=C(N=C(S2)N2CCC(CC2)CO)C=C1OC